1-amino-N-(4-fluorophenyl)cyclopentane-1-carboxamide NC1(CCCC1)C(=O)NC1=CC=C(C=C1)F